CN([C@H]1[C@@H](CCC1)NC(=O)C=1SC=2N=CC=C3N(C(NC1C23)=O)C2=C(C=C(C=C2)OC2=CC=CC=C2)C)C N-((1R,2R)-2-(Dimethylamino)cyclopentyl)-5-(2-methyl-4-phenoxyphenyl)-4-oxo-4,5-dihydro-3H-1-thia-3,5,8-triazaacenaphthylene-2-carboxamide